6-((3,3-DIFLUOROPIPERIDIN-4-YL)THIO)-3-ISOPROPYL-N-(2-(TRIFLUOROMETHOXY)BENZYL)IMIDAZO[1,2-B]PYRIDAZIN-8-AMINE HYDROCHLORIDE Cl.FC1(CNCCC1SC=1C=C(C=2N(N1)C(=CN2)C(C)C)NCC2=C(C=CC=C2)OC(F)(F)F)F